4-methyl-1,10-phenanthroline CC1=CC=NC2=C3N=CC=CC3=CC=C12